2-chloro-6,7-dihydro-5H-cyclopenta[B]pyridine ClC1=CC=C2C(=N1)CCC2